(1S,3S)-2-methyl-3-[1-(triphenylmethyl)-1H-imidazol-4-yl]cyclopropane CC1C[C@@H]1C=1N=CN(C1)C(C1=CC=CC=C1)(C1=CC=CC=C1)C1=CC=CC=C1